phosphosulfolactic acid P(=O)(=O)OC(C(=O)O)(C)S(=O)(=O)O